cesium-silicon oxide [Si]=O.[Cs]